3-(2,5-Diethyl-1,3-thiazol-4-yl)-1-[(1-methyl-1H-pyrazol-4-yl)(1-methylpiperidin-3-yl)sulfamoyl]urea C(C)C=1SC(=C(N1)NC(NS(N(C1CN(CCC1)C)C=1C=NN(C1)C)(=O)=O)=O)CC